3-methyl-6-(1-methyl-1H-pyrazol-4-yl)pyrazolo[1,5-a]pyridin-4-ol CC=1C=NN2C1C(=CC(=C2)C=2C=NN(C2)C)O